methyl-benzyl-tellurium C[Te]CC1=CC=CC=C1